5,6-dibromoacenaphthene BrC1=CC=C2CCC=3C=CC(=C1C32)Br